2-(3-benzyloxybutyloxy)-5-bromopyridine C(C1=CC=CC=C1)OC(CCOC1=NC=C(C=C1)Br)C